trans-N-(4-chloro-3-(5-fluoropyridin-3-yl)phenyl)-3-methyl-6-azabicyclo[3.1.1]heptane-6-carboxamide ClC1=C(C=C(C=C1)NC(=O)N1C2CC(CC1C2)C)C=2C=NC=C(C2)F